tert-butyl 4-[amino(phenyl)methyl]piperidine-1-carboxylate NC(C1CCN(CC1)C(=O)OC(C)(C)C)C1=CC=CC=C1